1-(5-bromo-2-pyridinyl)-N-methyl-methylamine BrC=1C=CC(=NC1)CNC